magnesium L-ascorbic acid O=C1C(O)=C(O)[C@H](O1)[C@@H](O)CO.[Mg]